N-[5-[2-cyano-5-[[2-(trifluoromethyl)-4-pyridyl]methoxy]-4-pyridyl]pyrazolo[1,5-a]pyridin-2-yl]cyclopropanecarboxamide C(#N)C1=NC=C(C(=C1)C1=CC=2N(C=C1)N=C(C2)NC(=O)C2CC2)OCC2=CC(=NC=C2)C(F)(F)F